2-((3-(2,6-dioxopiperidin-3-yl)-1-methyl-1H-indazol-6-yl)oxy)-N-(pyridin-2-yl)-acetamide O=C1NC(CCC1C1=NN(C2=CC(=CC=C12)OCC(=O)NC1=NC=CC=C1)C)=O